2-(6-(3-(3-acetylphenyl)ureido)-4-oxoquinazolin-3(4H)-yl)-N-(2-(4-methylpiperazin-1-yl)ethyl)acetamide C(C)(=O)C=1C=C(C=CC1)NC(NC=1C=C2C(N(C=NC2=CC1)CC(=O)NCCN1CCN(CC1)C)=O)=O